C(C1=CC=CC=C1)OC1=CC=2N(C=C1)N=CC2C(C)=O 1-(5-benzyloxypyrazolo[1,5-a]pyridin-3-yl)ethanone